N1=CN=C(C2=C1NC=C2)N2CCSC(=C2)C(=O)N2CC=1N(CC2)C=C(N1)Br (4-(7H-pyrrolo[2,3-d]pyrimidin-4-yl)-3,4-dihydro-2H-1,4-thiazin-6-yl)(2-bromo-5,6-dihydroimidazo[1,2-a]pyrazin-7(8H)-yl)methanone